COC(CC)=O.CC1CC1 methyl-cyclopropane methyl-propionate